C(#N)C=1C(=NN2C1N=CC=C2C(=O)NC2CC(C2)(F)F)C2OCCC2 3-Cyano-N-(3,3-difluorocyclobutyl)-2-tetrahydrofuran-2-yl-pyrazolo[1,5-a]pyrimidine-7-carboxamide